BrC=1C=C2C(=NC1C1=C(C=CC=C1)Cl)N(CS2)C(CCC)=O 1-[6-bromo-5-(2-chlorophenyl)[1,3]thiazolo[4,5-b]pyridin-3(2H)-yl]butan-1-one